ClC1=C(C#N)C=CC(=C1)N1CC2(CC1)CCN(CC2)C(C2=CC=C(C=C2)C#CC2CCN(CC2)C2CCN(CC2)C2=C1C(N(C(C1=CC=C2)=O)C2C(NC(CC2)=O)=O)=O)=O 2-chloro-4-(8-(4-((1'-(2-(2,6-dioxopiperidin-3-yl)-1,3-dioxoisoindolin-4-yl)-[1,4'-bipiperidin]-4-yl)ethynyl)benzoyl)-2,8-diazaspiro[4.5]decan-2-yl)benzonitrile